N[C@H]1[C@@H](C=CC[C@@H]1C1=C(C2=NC(=CC(=C2S1)NCC=1SC=CC1)Cl)Br)C 2-((1S,5R,6S)-6-amino-5-methylcyclohex-3-en-1-yl)-3-bromo-5-chloro-N-(thiophen-2-ylmethyl)thieno[3,2-b]pyridin-7-amine